C(C)(C)(C)C1CC2=C(C(=C(S2)NC(=O)C2=CC=NC=C2)C(N)=O)CC1 N-(6-tert-butyl-3-carbamoyl-4,5,6,7-tetrahydro-1-benzothien-2-yl)pyridine-4-carboxamide